ethyl 4-amino-2-(2H-tetrazol-5-yl)benzoate NC1=CC(=C(C(=O)OCC)C=C1)C=1N=NNN1